Diethyloctadecylphosphonat C(C)OP(OCC)(=O)CCCCCCCCCCCCCCCCCC